1,2,3-triazole-5-carboxamide N1N=NC=C1C(=O)N